5-{[2-chloro-6-(trifluoromethyl)phenyl]methoxy}-2-[4-(pyridin-2-yl)-1,2,3-triazol-2-yl]pyrimidine ClC1=C(C(=CC=C1)C(F)(F)F)COC=1C=NC(=NC1)N1N=CC(=N1)C1=NC=CC=C1